sodium myristate, hexadecenoic acid salt C(C=CCCCCCCCCCCCCC)(=O)O.C(CCCCCCCCCCCCC)(=O)[O-].[Na+]